N1(N=CC2=CC=CC=C12)[C@@H]1[C@H](C1)C(=O)OCC |r| ethyl rac-(1S,2S)-2-(1H-indazol-1-yl)cyclopropane-1-carboxylate